tert-butyl methyl(4-(prop-2-yn-1-yloxy)butyl)carbamate CN(C(OC(C)(C)C)=O)CCCCOCC#C